C[C@H]1N(C[C@H]1N1[C@H](CNCC1)C(F)(F)F)C(=O)OC(C)(C)C |&1:6| tert-butyl (2R,3R)-2-methyl-3-((RS)-2-(trifluoromethyl)piperazin-1-yl)azetidine-1-carboxylate